3'-((2-ethoxy-3,4-dioxocyclobut-1-en-1-yl)amino)-5'-(1H-tetrazol-5-yl)-[1,1'-biphenyl]-4-carboxylic acid C(C)OC1=C(C(C1=O)=O)NC=1C=C(C=C(C1)C1=NN=NN1)C1=CC=C(C=C1)C(=O)O